diazacyclononatetraene-2-carboxamide N1=C(N=CC=CC=CC1)C(=O)N